CN(C)CC1(CC1)COC1=NC2=C(C=CC=C2C(=N1)O)F 2-({1-[(dimethylamino)methyl]cyclopropyl}methoxy)-8-fluoroquinazolin-4-ol